(R)-1-(2-chlorophenyl)ethyl (2-(4-aminophenyl)thiophen-3-yl)carbamate NC1=CC=C(C=C1)C=1SC=CC1NC(O[C@H](C)C1=C(C=CC=C1)Cl)=O